ClC1=NC(=CC2=C1N=C(N=C2)C=2C=NC=CC2)C2=C(C(=CC(=C2F)OC)OC)F 8-chloro-6-(2,6-difluoro-3,5-dimethoxyphenyl)-2-(pyridin-3-yl)pyrido[3,4-d]Pyrimidine